N-(bis(4-(tributylsilyl)phenyl)phosphaneyl)-N-cyclohexyl-1-phenyl-1-(2-(trifluoromethyl)phenyl)phosphanamine C(CCC)[Si](C1=CC=C(C=C1)P(N(P(C1=C(C=CC=C1)C(F)(F)F)C1=CC=CC=C1)C1CCCCC1)C1=CC=C(C=C1)[Si](CCCC)(CCCC)CCCC)(CCCC)CCCC